FC(C1CN(CC(N1)C=1C(=C2COC(C2=CC1)=O)C)CC1=NN=C(O1)C1=NC=C(C#N)C(=C1)C)F 6-(5-((3-(difluoromethyl)-5-(4-methyl-1-oxo-1,3-dihydroisobenzofuran-5-yl)piperazin-1-yl)methyl)-1,3,4-oxadiazol-2-yl)-4-methylnicotinonitrile